4-(3,6-dihydropyridin-1(2H)-yl)-8-fluoro-7-(7-fluoro-3-(methoxymethoxy)-8-[(triisopropylsilyl)ethynyl]naphthalen-1-yl)-5-methyl-2-(methylthio)pyrido[4,3-d]Pyrimidine N1(CCC=CC1)C=1C2=C(N=C(N1)SC)C(=C(N=C2C)C2=CC(=CC1=CC=C(C(=C21)C#C[Si](C(C)C)(C(C)C)C(C)C)F)OCOC)F